FC#CCC Fluorobutyn